C(CCCCCCCCCCCCCCCCC)(=O)OCC(OC(CCCCCCCCCCCCC)=O)COP(=O)(O)OC[C@H](N)C(=O)O 1-octadecanoyl-2-tetradecanoyl-glycero-3-phosphoserine